BrC=1C=C(NC1)C(=O)NC1CCC(CC1)(C)C 4-bromo-N-(4,4-dimethylcyclohexyl)-1H-pyrrole-2-carboxamide